N1=NC=C(C=C1)N1N=C(C=C1)N 1-(Pyridazin-4-yl)-1H-pyrazol-3-amine